FC1=CC=C2C=CN(C2=C1C(=O)O)CC1=CC=C(C=C1)C(F)(F)F 6-fluoro-1-(4-(trifluoromethyl)benzyl)-1H-indole-7-carboxylic acid